2-{4-[(phenylamino)methyl]phenyl}-1-(2,2,2-trifluoroethyl)-1H-indol C1(=CC=CC=C1)NCC1=CC=C(C=C1)C=1N(C2=CC=CC=C2C1)CC(F)(F)F